(8-(methylamino)-5-(4-(trifluoromethoxy)phenethyl)-2,7-naphthyridin-3-yl)cyclopropanecarboxamide CNC=1N=CC(=C2C=C(N=CC12)C1(CC1)C(=O)N)CCC1=CC=C(C=C1)OC(F)(F)F